potassium nickel tetracyanide [Ni](C#N)(C#N)(C#N)C#N.[K]